CC1(OB(OC1(C)C)C1=CC=C(C(=O)N)C=C1)C 4-(4,4,5,5-tetramethyl-1,3,2-dioxaborolan-2-yl)benzamide